4-((1s,4s)-4-(pyrrolidine-1-carbonyl)cyclohexylamino)-2-(tetrahydro-2H-pyran-4-ylamino)pyrimidine-5-carboxamide N1(CCCC1)C(=O)C1CCC(CC1)NC1=NC(=NC=C1C(=O)N)NC1CCOCC1